[Ca].[Sn].[Pb] lead tin-calcium